(2R,3R,4R,5S)-5-(azidomethyl)-2-(hydroxymethyl)tetrahydro-2H-pyran-3,4-diol N(=[N+]=[N-])C[C@@H]1[C@H]([C@H]([C@H](OC1)CO)O)O